tert-butyl 4-(4-(4-(4-(tert-butoxycarbonyl)piperazin-1-yl)-3-methylbenzamido) phenyl)piperazine-1-carboxylate C(C)(C)(C)OC(=O)N1CCN(CC1)C1=C(C=C(C(=O)NC2=CC=C(C=C2)N2CCN(CC2)C(=O)OC(C)(C)C)C=C1)C